ClC=1SC=C(N1)C(=O)O 2-chlorothiazole-4-carboxylic acid